5-(2-(2-chlorophenyl)-1-methyl-4,5,6,7-tetrahydro-1H-benzo[d]imidazol-5-yl)-4,5,6,7-tetrahydro-3H-imidazo[4,5-c]pyridine ClC1=C(C=CC=C1)C1=NC2=C(N1C)CCC(C2)N2CC1=C(CC2)N=CN1